2-methylcyclohexane CC1CCCCC1